NC1=NC=CC(=C1)C1=CC=C2C(N(C=NC2=C1)CC1=CC(=CC=C1)OC)=O 7-(2-Aminopyridin-4-yl)-3-(3-methoxybenzyl)quinazolin-4(3H)-one